C(C)(C)O[Si](CCC(F)(F)F)(OC(C)C)OC(C)C triisopropoxy(3,3,3-trifluoropropyl)silane